C(C=1C(=CC=CC1)OC)P(CC=1C(=CC=CC1)OC)CC=1C(=CC=CC1)OC tris(o-anisyl)phosphine